CC1(CNC)CC=CC=C1 1,N-dimethylbenzylamine